N-(2,2'-dichloro-3'-(5-((3-hydroxyazetidin-1-yl)methyl)-6-methoxypyrazin-2-yl)-[1,1'-biphenyl]-3-yl)-1,3-dimethyl-2,4-dioxo-1,2,3,4-tetrahydropyrimidine-5-carboxamide ClC1=C(C=CC=C1NC(=O)C=1C(N(C(N(C1)C)=O)C)=O)C1=C(C(=CC=C1)C1=NC(=C(N=C1)CN1CC(C1)O)OC)Cl